ClC1=CC=C2C(=N1)N(C(=N2)CCl)C 5-Chloro-2-(chloromethyl)-3-methyl-3H-imidazo[4,5-b]pyridine